1-(trifluoromethylsulfonyl)pyrazole FC(S(=O)(=O)N1N=CC=C1)(F)F